ClC=1N=C2N(N=C(C=C2[C@@H]2[C@H](C2)C(F)F)C=2C(=NC(=NC2)OC)OC)C1Cl 2,3-dichloro-8-((1S,2S)-2-(difluoromethyl)cyclopropyl)-6-(2,4-dimethoxypyrimidin-5-yl)imidazo[1,2-b]Pyridazine